C[C@@](C(=O)O)(C1=CC=CC=C1)SCC methyl-(S)-2-(ethylsulfanyl)-2-phenylacetic acid